C1=NC=CC2=CC=CC(=C12)C1=NC2=CC=C3C(=C2C=2CCCCC12)C=NN3 7-(isoquinolin-8-yl)-8,9,10,11-tetrahydro-3H-pyrazolo[4,3-a]phenanthridine